N-(6,8-dimethylimidazo[1,2-a]pyrazin-2-yl)-7-[(3S,5S)-3,5-dimethylpiperazin-1-yl]-2-methoxy-1,3-benzothiazole-4-carboxamide CC=1N=C(C=2N(C1)C=C(N2)NC(=O)C=2C=CC(=C1C2N=C(S1)OC)N1C[C@@H](N[C@H](C1)C)C)C